benzyl N-methyl-N-[(1r,4r)-4-aminocyclohexyl]carbamate CN(C(OCC1=CC=CC=C1)=O)C1CCC(CC1)N